C(C)(C)(C)C1=NOC(=N1)C(=O)NCC1=C(C=C(C=C1)C1=C(C=NC=C1)N1CC(CCC1)N(C(OC(C)(C)C)=O)C)C tert-butyl (1-(4-(4-((3-(tert-butyl)-1,2,4-oxadiazole-5-carboxamido)methyl)-3-methylphenyl)pyridin-3-yl)piperidin-3-yl)(methyl)carbamate